FC1(N(C(C(N(C1(F)F)C(C(C1OC(CC1)C(C(C(F)(F)F)F)(F)F)(F)F)F)(F)F)(F)F)C(C(F)(F)F)(F)F)F 2,2,3,3,5,5,6,6-octafluoro-1-(perfluoroethyl)-4-(1,2,2-trifluoro-2-(5-(1,1,2,3,3,3-hexafluoropropyl)tetrahydrofuran-2-yl)ethyl)piperazine